(R)-2-(4-(4-chloropyrazolo[1,5-a]pyridin-2-yl)-6,7-dihydro-1H-imidazo[4,5-c]pyridin-5(4H)-yl)-5-(trifluoromethyl)-1,3,4-oxadiazole ClC=1C=2N(C=CC1)N=C(C2)[C@@H]2N(CCC1=C2N=CN1)C=1OC(=NN1)C(F)(F)F